CC=1N=CNC1C(=O)[O-] 4-methyl-1H-imidazole-5-carboxylate